5-(2-methoxyphenyl)-N-(5-(4-(N-methylacetylamino)phenyl)thiazolo[5,4-b]pyridin-2-yl)pyridazine-4-carboxamide COC1=C(C=CC=C1)C=1C(=CN=NC1)C(=O)NC=1SC2=NC(=CC=C2N1)C1=CC=C(C=C1)NC(CC)=O